Methyl (1S)-2,2-dimethyl-5-oxocyclohexane-1-carboxylate CC1([C@H](CC(CC1)=O)C(=O)OC)C